FC1=C(C=CC=C1C[C@@H]1N(C[C@@H]([C@@H]1NS(=O)(=O)C1CC1)F)C(=O)C1OCC1)C1=CC(=CC=C1)F N-[(2S,3R,4S)-2-[(2,3'-difluoro[1,1'-biphenyl]-3-yl)methyl]-4-fluoro-1-(oxetane-2-carbonyl)pyrrolidin-3-yl]-cyclopropanesulfonamide